(1R,3r)-3-((R)-1'-(7-(((R)-1-(2-chloro-4-fluorophenyl)ethyl)amino)pyrazolo[1,5-a]pyrimidin-5-yl)-[3,4'-bipiperidin]-1-yl)-1-methylcyclobutane-1-carboxylic acid ClC1=C(C=CC(=C1)F)[C@@H](C)NC1=CC(=NC=2N1N=CC2)N2CCC(CC2)[C@@H]2CN(CCC2)C2CC(C2)(C(=O)O)C